4-benzyloxycarbonyl-4-azaspiro[2.5]octane-7-carboxylic acid C(C1=CC=CC=C1)OC(=O)N1C2(CC2)CC(CC1)C(=O)O